3-(2-fluorophenyl)(5-(1,2,4-oxadiazolyl)(3-pyridyl)methanone) FC1=C(C=CC=C1)C1(CN=CC(=C1)C1=NOC=N1)C=O